(octyl (8-(2-oxo-2-(((3s,6s)-6-(2-oxoacetoxy) hexahydrofuro[3,2-b]furan-3-yl) oxy) acetoxy) octyl)) oxalate C(C(=O)[O-])(=O)OCCCCCCCC(OC(C(O[C@@H]1C2C(OC1)[C@H](CO2)OC(C=O)=O)=O)=O)CCCCCCCC